C(CCCCC(C)C)SCC(=O)[O-].C(CCCCC(C)C)SCC(=O)[O-].C(CCCCCCC)[Sn+2]CCCCCCCC di-n-octyltin bis(isooctyl mercaptoacetate)